C1(CCC1)CN(C(OC(C)(C)C)=O)CC=1NC2=CC(=CC=C2C1)CN1C(C2=CN=CC(=C2C=C1)OCCCOC)=O tert-butyl N-(cyclobutylmethyl)-N-[[6-[[5-(3-methoxypropoxy)-1-oxo-2,7-naphthyridin-2-yl]methyl]-1H-indol-2-yl]methyl]carbamate